3-(1-cyclobutylimidazol-4-yl)-N-methyl-4-[[5-(trifluoromethyl)-2-pyridinyl]amino]benzenesulfonamide C1(CCC1)N1C=NC(=C1)C=1C=C(C=CC1NC1=NC=C(C=C1)C(F)(F)F)S(=O)(=O)NC